ClC=1C(=C2C[C@@](NC2=CC1F)([C@H]1NCCC1)C1=CC=CC=C1)C1=C(C(=O)NC)C=CC(=C1F)OC[C@H](C)O 2-((2S,4S)-5-Chloro-6-fluoro-2-phenyl-2-((S)-pyrrolidin-2-yl)indolin-4-yl)-3-fluoro-4-((S)-2-hydroxypropoxy)-N-methylbenzamide